CCCCCCCCCCCCCCCCCCCC.[Na].[Na] disodium eicosane